FC1=CC=C(C=C1)C1=CC=C(C=C1)C(C)(C)NC(=O)NC1(CN2CCC(CC1)CC2)C 1-(2-(4'-fluoro-[1,1'-biphenyl]-4-yl)propan-2-yl)-3-(3-methyl-1-azabicyclo[4.2.2]dec-3-yl)urea